C(C)(C)(C)OC(=O)N1CCC2(CC1)C(C1=CC(=CC=C1C2)NS(=O)(=O)C)=N[S@](=O)C(C)(C)C (S)-1-(((R)-tert-butylsulfinyl)imino)-6-(methylsulfonylamino)-1,3-dihydrospiro[indene-2,4'-piperidine]-1'-carboxylic acid tert-butyl ester